CN1N=C(C2=CC=CC(=C12)OC1CCN(CC1)C(=O)C=1N=NC=CC1)C1C(NC(CC1)=O)=O 3-(1-methyl-7-((1-(pyridazine-3-carbonyl)piperidin-4-yl)oxy)-1H-indazol-3-yl)-piperidine-2,6-dione